N-(2,3-Dihydrobenzo[1,4]dioxin-6-yl)-6-morpholin-4-yl-N1-p-tolyl-[1,3,5]triazine-2,4-diamine O1CCOC2=C1C=CC(=C2)NC2N(C(=NC(=N2)N)N2CCOCC2)C2=CC=C(C=C2)C